NC1=NN(C(=C1I)C(C)N(C)C(C1=CC(=CC(=C1)C(F)(F)F)C(F)(F)F)=O)C1=CC=C(C=N1)C(=O)OC methyl 6-[3-amino-5-[1-[[3,5-bis(trifluoromethyl)benzoyl]-methyl-amino]ethyl]-4-iodo-pyrazol-1-yl]pyridine-3-carboxylate